4-((4-bromo-6-fluoro-1-(triisopropylsilyl)-1H-indol-5-yl)((tetrahydro-2H-pyran-2-yl)oxy)methyl)picolinonitrile BrC1=C2C=CN(C2=CC(=C1C(C1=CC(=NC=C1)C#N)OC1OCCCC1)F)[Si](C(C)C)(C(C)C)C(C)C